N-(4-((3R,4R)-3-amino-4-fluoropiperidin-1-yl)-5-(1-(difluoromethyl)-1H-pyrazol-4-yl)pyridin-2-yl)-2-(2-fluoro-6-methoxyphenyl)pyrimidin-4-amine hydrochloride Cl.N[C@@H]1CN(CC[C@H]1F)C1=CC(=NC=C1C=1C=NN(C1)C(F)F)NC1=NC(=NC=C1)C1=C(C=CC=C1OC)F